5-bromo-2-(dimethylamino)thiazole BrC1=CN=C(S1)N(C)C